Methyl 5-((4-(ethylsulfonyl) benzyl) carbamoyl)-2-isopropoxybenzoate C(C)S(=O)(=O)C1=CC=C(CNC(=O)C=2C=CC(=C(C(=O)OC)C2)OC(C)C)C=C1